IC1=NN(C2=C1N=CNC2=O)C 3-iodo-1-methyl-1H-pyrazolo[4,3-d]Pyrimidin-7(6H)-one